4-Cyclohexyl-N6-(2-isopropoxy-4-morpholinophenyl)-3-(1-methyl-1H-pyrazol-4-yl)-1H-pyrazolo[3,4-d]pyrimidine-4,6-diamine C1(CCCCC1)C1(C=2C(=NC(=N1)NC1=C(C=C(C=C1)N1CCOCC1)OC(C)C)NNC2C=2C=NN(C2)C)N